2-(triisopropylsilyl)-3H-imidazo[4,5-b]pyridine-6-carbonitrile C(C)(C)[Si](C1=NC=2C(=NC=C(C2)C#N)N1)(C(C)C)C(C)C